tert.-Butyl-8-{[2-(4-isopropylphenyl)imidazo[1,2-a]-pyridin-3-yl]methyl}-3,8-diazabicyclo[3.2.1]octane-3-carboxylate C(C)(C)(C)OC(=O)N1CC2CCC(C1)N2CC2=C(N=C1N2C=CC=C1)C1=CC=C(C=C1)C(C)C